[N+](=O)([O-])C1=C(C=CC=C1)CCNCCC1=CC=CC=C1 N-(2-nitrophenylethyl)-2-phenylethylamine